ClC1=CC=C(N=N1)N1C[C@@H](OCC1)CN [(2S)-4-(6-chloropyridazin-3-yl)morpholin-2-yl]methanamine